3-ethyl-N-(3-(3-(5-methylfuran-2-yl)-[1,2,4]triazolo[4,3-b]pyridazin-6-yl)phenyl)benzamide C(C)C=1C=C(C(=O)NC2=CC(=CC=C2)C=2C=CC=3N(N2)C(=NN3)C=3OC(=CC3)C)C=CC1